C(C)C(CO)=CC[C@@H]1C(C(=CC1)C)(C)C |r| (+/-)-2-ethyl-4-(2,2,3-trimethyl-3-cyclopenten-1-yl)-2-buten-1-ol